2-(2,3-dihydro-1H-inden-2-yl)-6-(1,3-oxazol-5-yl)-1H-1,3-benzodiazole C1C(CC2=CC=CC=C12)C1=NC2=C(N1)C=C(C=C2)C2=CN=CO2